4-[(3S)-Oxazol-3-yl]-1,3-benzothiazole-6-carboxylic acid O1CN(C=C1)C1=CC(=CC2=C1N=CS2)C(=O)O